C=C1C2C(C(C(C1)(C2(C)C)CS(=O)(=O)O)=O)(C(=O)O)C(=O)O methylenedicarboxyl-camphorsulfonic acid